N'-acetyl-5-bromo-8-fluoro-1-(3-fluoro-4-methylbenzyl)-2-oxo-2,3-dihydro-1H-benzo[b]azepine-4-carbohydrazide C(C)(=O)NNC(=O)C1=C(C2=C(N(C(C1)=O)CC1=CC(=C(C=C1)C)F)C=C(C=C2)F)Br